N-(1-cyanocyclopropyl)-3-(5-(difluoromethyl)-1,3,4-thiadiazol-2-yl)-8-(4-(3-methoxyazetidine-3-carbonyl)piperazin-1-yl)imidazo[1,5-a]pyridine-6-sulfonamide C(#N)C1(CC1)NS(=O)(=O)C=1C=C(C=2N(C1)C(=NC2)C=2SC(=NN2)C(F)F)N2CCN(CC2)C(=O)C2(CNC2)OC